ClC1=CN=C2C(=N1)N(N=C2C)CC(F)F 6-chloro-1-(2,2-difluoroethyl)-3-methylpyrazolo[3,4-b]pyrazine